BrC1=C(C=CC(=C1)Br)COC(C)(C)OC 2,4-dibromo-1-(1-methoxy-1-methylethoxymethyl)benzene